2-Chloroethan-1-sulfonylchlorid ClCCS(=O)(=O)Cl